2-(2-(3-(dimethylamino)phenoxy)acetyl)-8-(3-(trifluoromethyl)phenyl)-1,3,4,12a-tetrahydrobenzo[e]pyrazino[1,2-a][1,4]diazepine-6,12(2H,11H)-dione CN(C=1C=C(OCC(=O)N2CC3N(C(C4=C(NC3=O)C=CC(=C4)C4=CC(=CC=C4)C(F)(F)F)=O)CC2)C=CC1)C